boric acid citrate C(CC(O)(C(=O)O)CC(=O)O)(=O)O.B(O)(O)O